C(C)(C)(C)OC(=O)N([C@@H](CCCCNC(=O)OC1=CC=C(C=C1)[N+](=O)[O-])C(=O)O)C N2-(tert-butoxycarbonyl)-N2-methyl-N6-((4-nitrophenoxy)carbonyl)-L-lysine